3-[(4-methylphenyl)sulfonyl]prop-2-enoic acid CC1=CC=C(C=C1)S(=O)(=O)C=CC(=O)O